OCC(CO)(C)NS(=O)(=O)C1=CC=C(C=C1)C N-(1,3-dihydroxy-2-methylpropan-2-yl)-4-methylbenzenesulfonamide